(2S,3S,4R,5R)-4-[[3-(4-Fluoro-2-hydroxy-phenyl)-4,5-dimethyl-5-(trifluoromethyl)tetrahydrofuran-2-carbonyl]amino]pyridin-2-carboxamid FC1=CC(=C(C=C1)[C@H]1[C@H](O[C@]([C@@H]1C)(C(F)(F)F)C)C(=O)NC1=CC(=NC=C1)C(=O)N)O